N1(CCCC1)CC1=CC(=NC=C1)NC=1SC2=C(N1)C=CC(=C2)C=2C=NC(=NC2)C#N 5-(2-((4-(pyrrolidin-1-ylmethyl)pyridin-2-yl)amino)benzo[d]thiazol-6-yl)pyrimidine-2-carbonitrile